F[P-](F)(F)(F)(F)F.CN(C)[N+](=C(O)N)N1CCOCC1 dimethylamino-morpholino-uronium hexafluorophosphate